N1N=CC=2C1=NC=NC2C=2C=C1CCC[C@@H](C1=CC2)NC(=O)C2=CC1=C(S2)CCCC1 (S)-N-(6-(1H-Pyrazolo[3,4-d]pyrimidin-4-yl)-1,2,3,4-tetrahydronaphthalen-1-yl)-4,5,6,7-tetrahydrobenzo[b]thiophene-2-carboxamide